ClC=1C=CC(=C(C1)CC(=O)NC=1C=C(C(=O)NC2(CCOCC2)C)C=CC1)O 3-[[2-(5-chloro-2-hydroxy-phenyl)acetyl]amino]-N-(4-methyltetrahydropyran-4-yl)benzamide